O.O.S(=O)(=O)([O-])OS(=O)(=O)[O-].[Na+].[Na+] sodium disulfate dihydrate